C1(CCC1)OC1=CC=C(C2=CN(N=C12)C)C1=CC(=C(CN2C(C3=NC=CC=C3C2=O)([2H])[2H])C(=C1)F)F 6-(4-(7-cyclobutoxy-2-methyl-2H-indazol-4-yl)-2,6-difluorobenzyl)-6,7-dihydro-5H-pyrrolo[3,4-b]pyridin-5-one-7,7-d2